C1(CC1)C=1ON=C2C=3N(C(CC21)C)C(=NC3)C(C)=O 1-(3-cyclopropyl-5-methyl-4,5-dihydroimidazo[1,5-a]isoxazolo[3,4-c]pyridin-7-yl)ethan-1-one